5-((5-bromo-1-ethyl-1H-pyrazol-4-yl)methyl)-1-(2-(1-ethoxyvinyl)-4-fluorophenyl)-3-methyl-1H-1,2,4-triazole BrC1=C(C=NN1CC)CC1=NC(=NN1C1=C(C=C(C=C1)F)C(=C)OCC)C